FC1(CC2(C1)C[C@@H](N(CC2)CC2=C1C=CNC1=C(C=C2OC)C)C=2C=CC(=NC2N2CC(C2)(F)F)C(=O)O)F 5-((6R)-2,2-Difluoro-7-((5-methoxy-7-methyl-1H-indol-4-yl)methyl)-7-azaspiro[3.5]nonan-6-yl)-6-(3,3-difluoroazetidin-1-yl)pyridine-2-carboxylic acid